C1(CCCCC1)P(C1=CC=C(C=C1)F)C1CCCCC1 Dicyclohexyl-(4-fluorophenyl)phosphine